O1COC2=C1C=C1CCC(CC1=C2)N 2H,5H,6H,7H,8H-naphtho[2,3-d][1,3]dioxol-6-amine